(5-(cyclobutylmethyl)pyridin-2-yl)-2-((s)-4,4-difluoro-3-(6-oxo-1,6-dihydropyridin-3-yl)piperidin-1-yl)propanamide C1(CCC1)CC=1C=CC(=NC1)C(C(=O)N)(C)N1C[C@@H](C(CC1)(F)F)C1=CNC(C=C1)=O